The molecule is a diarylheptanoid that is (6E)-6-hepten-3-ol substituted by a 3,4-dihydroxyphenyl group at position 1 and a phenyl group at position 7 (the 3R- stereoisomer). It has been isolated from the rhizomes of Curcuma kwangsiensis. It has a role as a plant metabolite. It is a diarylheptanoid, a secondary alcohol and a member of catechols. C1=CC=C(C=C1)/C=C/CC[C@H](CCC2=CC(=C(C=C2)O)O)O